C(#N)C1CCC(CC1)N(C(=O)[C@H]1[C@@H](CCC1)S(=O)(=O)C1=CC=C(C)C=C1)CC1=CC=C(C=C1)SC (1S,2R)-2-(Toluene-4-sulfonyl)-cyclopentanecarboxylic acid (4-cyano-cyclohexyl)-(4-methylsulfanyl-benzyl)-amide